OC(=O)C(F)(F)F.O=C1NC(CCC1N1C(C2=CC=CC(=C2C1)CCN1CCN(CC1)CC(=O)O)=O)=O 2-(4-(2-(2-(2,6-dioxopiperidin-3-yl)-1-oxoisoindolin-4-yl)ethyl)piperazin-1-yl)acetic acid TFA salt